ClC1=C(C=C(N=N1)/N=C/N(C)C)C (E)-N'-(6-chloro-5-methylpyridazin-3-yl)-N,N-dimethylformamidine